1,1,3-triethyl-3-propylguanidine C(C)N(C(=N)N(CCC)CC)CC